CS(=O)(=O)N1CCC2=CC=C(C=C12)C(=O)NCC1=NC=C2C=CC(=NC2=C1)N1CCN(CC1)C=1C=NC=CC1 1-(methylsulfonyl)-N-((2-(4-(pyridin-3-yl)piperazin-1-yl)-1,6-naphthyridin-7-yl)methyl)indoline-6-carboxamide